3,3-difluoro-N-{4-fluoro-3-[5-(pyrrolidin-1-yl)-2H-pyrazolo[3,4-b]pyridin-2-yl]phenyl}azetidine-1-carboxamide FC1(CN(C1)C(=O)NC1=CC(=C(C=C1)F)N1N=C2N=CC(=CC2=C1)N1CCCC1)F